O1C(CCCC1)OCC12COC(CC1)(CC2)C2=NNC(=C2)CO (3-(4-(((tetrahydro-2H-pyran-2-yl)oxy)methyl)-2-oxabicyclo[2.2.2]octan-1-yl)-1H-pyrazole-5-yl)methanol